1-(difluoromethyl)-4-(tetramethyl-1,3,2-dioxaborolan-2-yl)-1H-pyrazole FC(N1N=CC(=C1)B1OC(C(O1)(C)C)(C)C)F